FC1=CC=C(C=C1)N1N=C(C=C1)C(=O)NC1=CC(=C(C=C1)C)NC1=NC=CC(=N1)C=1C=NC=CC1 1-(4-fluorophenyl)-N-(4-methyl-3-((4-(pyridin-3-yl)pyrimidin-2-yl)amino)phenyl)-1H-pyrazole-3-carboxamide